methylcyclopentadienyl(4,7-dimethylindenyl)zirconium C[Zr](C1C=CC2=C(C=CC(=C12)C)C)C1C=CC=C1